N-(5,8,11,14-eicosatetraenoyl)isoleucine tert-butyl-(4-cyano-2-methoxybenzyl)carbamate C(C)(C)(C)N(C(O)=O)CC1=C(C=C(C=C1)C#N)OC.C(CCCC=CCC=CCC=CCC=CCCCCC)(=O)N[C@@H]([C@@H](C)CC)C(=O)O